2-[4-(Dimethylamino)styryl]-N-methylbenzoxazolium perchlorate Cl(=O)(=O)(=O)[O-].CN(C1=CC=C(C=CC=2OC3=C([N+]2C)C=CC=C3)C=C1)C